6-(6-(2-hydroxypropan-2-yl)-2-methylpyridin-3-yl)-4-((tetrahydro-2H-pyran-4-yl)methyl)-3,4-dihydropyrazino[2,3-b]pyrazin-2(1H)-one OC(C)(C)C1=CC=C(C(=N1)C)C=1N=C2C(=NC1)NC(CN2CC2CCOCC2)=O